(4-(1H-imidazole-1-yl)phenylthio)-2-nitroaniline N1(C=NC=C1)C1=CC=C(C=C1)SNC1=C(C=CC=C1)[N+](=O)[O-]